4-Acetoxycinnamic acid C(C)(=O)OC1=CC=C(C=CC(=O)O)C=C1